OC(CO[C@H]1[C@@H](CN(C1)S(=O)(=O)C1COC1)N1C=CC=2C=NC(=CC21)C(=O)N)(C)C ((3R,4R)-4-(2-hydroxy-2-methylpropoxy)-1-(oxetan-3-ylsulfonyl)pyrrolidin-3-yl)-1H-pyrrolo[3,2-c]pyridine-6-carboxamide